7-(difluoromethoxy)-1-methyl-9H-pyrido[3,4-b]indole FC(OC1=CC=C2C3=C(NC2=C1)C(=NC=C3)C)F